dihydro-isoindole-1,3-dione C1(NC(C2CC=CC=C12)=O)=O